OCC1(COCC1)C1=CC(=NC(=C1)S(=O)(=O)C)NC1=CC(=NC=C1C1=CC=C2C(=N1)OCC1=C2N(N=C1)C)NC(C)=O N-(4-((4-(3-(hydroxymethyl)tetrahydrofuran-3-yl)-6-(methylsulfonyl)pyridin-2-yl)amino)-5-(1-methyl-1,4-dihydropyrazolo[3',4':4,5]pyrano[2,3-b]pyridin-7-yl)pyridin-2-yl)acetamide